FC(C(C(C(C(C(F)(F)F)(F)F)(F)F)(F)F)(F)F)(CC[Si](OCC)(OCC)OCC)F 2-(perfluorohexyl)ethyltriethoxysilane